C1(CC1)N1N=NC(=C1)[2H] 1-cyclopropyl-1H-1,2,3-triazole-d